C(CCCCCCCCCCC\C=C/CCCCCCCC)(=O)OCCCCCC(OC(NCCOCCN(C)C)=O)CCCCCOC(CCCCCCCCCCC\C=C/CCCCCCCC)=O 11-(5-{[(13Z)-1-oxodocos-13-enyl] oxy} pentyl)-2-methyl-9-oxo-2,8-diaza-5,10-dioxahexadecan-16-yl (13Z)-docos-13-enoate